C(CCC)C1(CS(C2=C(N(C1)C1=CC=CC=C1)C=C(C(=C2)O)SC)(=O)=O)CC 3-butyl-3-ethyl-8-hydroxy-7-(methylthio)-5-phenyl-2,3,4,5-tetrahydro-1,5-benzothiazepine 1,1-dioxide